6-(aminomethyl)-7-fluorobenzo[c][1,2]oxaborol-1(3H)-ol NCC=1C=CC2=C(B(OC2)O)C1F